CC=1N=CSC1[C@@](C)(C#C)O |r| Racemic-2-(4-methylthiazol-5-yl)but-3-yn-2-ol